trifluoromethaneSulfonic acid copper (II) salt [Cu+2].FC(S(=O)(=O)[O-])(F)F.FC(S(=O)(=O)[O-])(F)F